(6-hexyl-3-methyl-1-oxa-4-azaspiro[4.4]nonan-3-yl)methanol C(CCCCC)C1C2(NC(CO2)(C)CO)CCC1